CN(C=1C(=NC=CC1)NC1=NC(=NS1)C1=NC=C(C=C1)S(=O)(=O)C1CN(C1)C)C N3,N3-dimethyl-N2-(3-(5-((1-methylazetidin-3-yl)sulfonyl)pyridin-2-yl)-1,2,4-thiadiazol-5-yl)pyridine-2,3-diamine